C(CCCCCCCCCCCCCCCCC)(=O)OC[C@@H](OC(CCCCCCCCCCCCCCCCC)=O)COP(=O)(O)O 1,2-di-stearoyl-sn-glycero-3-phosphate